N1(CCNCC1)C1=CC2=CN(N=C2C=C1)C1C(NC(CC1)=O)=O 3-(5-(piperazin-1-yl)-2H-indazol-2-yl)piperidine-2,6-dione